C(C)(C)(C)OC(=O)N1CCN(CC1)C1=CC(=C(C=C1)C1=C(C=C(C=C1)Cl)N1CC(CCC1)N1N=CC(=C1C(F)(F)F)C(=O)OCC)F 4-(4'-chloro-2'-{3-[4-(ethoxycarbonyl)-5-(trifluoromethyl)-1H-pyrazol-1-yl]piperidin-1-yl}-2-fluoro[1,1'-biphenyl]-4-yl)piperazine-1-carboxylic acid tert-butyl ester